IC=1C(=NC=2N(C1)C=C(N2)C2COCCC2)OC(C)C 6-iodo-7-isopropoxy-2-(tetrahydro-2H-pyran-3-yl)imidazo[1,2-a]pyrimidine